Isopropyl (R)-3-(2-(6-((5-acrylamido-2-methoxy-4-(4-methylpiperazin-1-yl)phenyl)amino)pyrimidine-4-yl)isooxazolidin-3-yl)-5-fluorobenzoate C(C=C)(=O)NC=1C(=CC(=C(C1)NC1=CC(=NC=N1)N1OCC[C@@H]1C=1C=C(C(=O)OC(C)C)C=C(C1)F)OC)N1CCN(CC1)C